OC(=O)C(F)(F)F.NC1CC(NCC1)=O 4-aminopiperidin-2-one TFA salt